FC(N1N=C(C=C1)C=1C=C(C=C(C1)C=1C=NN(C1)C)[C@@H](C)NC(C1=C(C=CC(=C1)OCCN(C)C)C)=O)F (R)-N-(1-(3-(1-(difluoromethyl)-1H-pyrazol-3-yl)-5-(1-methyl-1H-pyrazol-4-yl)phenyl)ethyl)-5-(2-(dimethylamino)ethoxy)-2-methylbenzamide